NC1=C(C=CC(=N1)N1N=CC(=C1C(F)(F)F)C(=O)NC=1C(=NC(=C(C1)C#N)N1N=CC=N1)C)C#N 1-(6-amino-5-cyanopyridin-2-yl)-N-(5-cyano-2-methyl-6-(2H-1,2,3-triazol-2-yl)pyridin-3-yl)-5-(trifluoromethyl)-1H-pyrazole-4-carboxamide